ethyl 3-amino-5-chlorobenzoate NC=1C=C(C(=O)OCC)C=C(C1)Cl